N1C=CC2=CC=C3C(=C12)C=CC=C3 1H-Benzo[g]indole